CC1=CC=C(S1)C1CCN(CC1)CC=1C=C2CN(C(C2=CC1)=O)N1C(NC(CC1)=O)=O 1-(5-((4-(5-methylthiophen-2-yl)piperidin-1-yl)methyl)-1-oxoisoindolin-2-yl)dihydropyrimidine-2,4(1H,3H)-dione